2-(2,6-dioxopiperidin-3-yl)-1-oxo-N-((R)-2,2,2-trifluoro-1-(1-methylpiperidin-4-yl)ethyl)isoindoline-5-carboxamide O=C1NC(CCC1N1C(C2=CC=C(C=C2C1)C(=O)N[C@@H](C(F)(F)F)C1CCN(CC1)C)=O)=O